ethanol-mannose O=C[C@@H](O)[C@@H](O)[C@H](O)[C@H](O)CO.C(C)O